BrCC(=O)C1=CC(=C(C(=C1)F)F)F 2-bromo-1-(3,4,5-trifluorophenyl)ethan-1-one